C(C)OC(CC([C@H]([C@H](CC)C)NC(=O)OC(C)(C)C)O)=O (2R,4S,5S)-4-((tert-butoxycarbonyl)amino)-3-hydroxy-5-methyl-heptanoic acid ethyl ester